7-[4-(diethylamino)-2-ethoxyphenyl]-7-(2-methyl-1-octyl-1H-indol-3-yl)furo[3,4-b]pyridin-5(7H)-one C(C)N(C1=CC(=C(C=C1)C1(OC(C=2C1=NC=CC2)=O)C2=C(N(C1=CC=CC=C21)CCCCCCCC)C)OCC)CC